tert-butyl (3R)-3-[4-(3-chloro-2-fluoro-anilino)pyrido[3,4-d]pyrimidin-6-yl]piperidine-1-carboxylate ClC=1C(=C(NC=2C3=C(N=CN2)C=NC(=C3)[C@H]3CN(CCC3)C(=O)OC(C)(C)C)C=CC1)F